FC(C(=O)O)(F)F.CN1N=CC(=C1)C=1C=C(C=2N(C1)N=CC2C#N)C=2C=NNC2 6-(1-methyl-1H-pyrazol-4-yl)-4-(1H-pyrazol-4-yl)pyrazolo[1,5-a]Pyridine-3-carbonitrile trifluoroacetic acid salt